(2-(dibenzylamino)ethyl)-1H-indol-5-ol C(C1=CC=CC=C1)N(CCN1C=CC2=CC(=CC=C12)O)CC1=CC=CC=C1